FC(CCSC#N)(C(C(C(C(C(F)(F)F)(F)F)(F)F)(F)F)(F)F)F 3,3,4,4,5,5,6,6,7,7,8,8,8-tridecafluorooctyl thiocyanate